[O-]S(=O)(=O)C(F)(F)F.C(C)[N+]1(CCCC1)CC 1,1-Diethylpyrrolidinium triflat